iron(III) hydroxide iron hydride [FeH2].[OH-].[Fe+3].[OH-].[OH-]